1-(4-Methoxyphenyl)-N5-(1-(3-oxomorpholino)pyrrolidin-3-yl)-1H-pyrazol-3,5-dicarboxamid COC1=CC=C(C=C1)N1N=C(C=C1C(=O)NC1CN(CC1)N1C(COCC1)=O)C(=O)N